FC=1C=C(C(=C(C#N)C1)O)OC 5-fluoro-2-hydroxy-3-methoxybenzonitrile